C(C=C)N1N(C2=NC(=NC=C2C1=O)NC1=CC=C(C=C1)OCC)C1=CC=CC(=N1)OC1CCN(CC1)C(=O)OC(C)(C)C tert-butyl 4-((6-(2-allyl-6-((4-ethoxyphenyl)amino)-3-oxo-2,3-dihydro-1H-pyrazolo[3,4-d]pyrimidin-1-yl)pyridin-2-yl)oxy)piperidine-1-carboxylate